F[C@H]1C[C@@H](N(C1)C1CCN(CC1)C)C(=O)NC=1C=CC=C2C(=CNC12)C1=NC(=NC=C1C)NC=1C(=NN(C1)C)OC (2R,4S)-4-Fluoro-N-(3-(2-((3-methoxy-1-methyl-1H-pyrazol-4-yl)amino)-5-methylpyrimidine-4-yl)-1H-indol-7-yl)-1-(1-methylpiperidin-4-yl)pyrrolidine-2-carboxamide